benzyl 4-[(2-tert-butoxy-2-oxo-ethoxy)methyl]piperidine-1-carboxylate C(C)(C)(C)OC(COCC1CCN(CC1)C(=O)OCC1=CC=CC=C1)=O